4-(1-cyclopentyl-1h-1,2,3-triazol-4-yl)-5-fluoro-N-(4-(4-methylpiperazin-1-yl)phenyl)pyrimidin-2-amine C1(CCCC1)N1N=NC(=C1)C1=NC(=NC=C1F)NC1=CC=C(C=C1)N1CCN(CC1)C